P(=O)(O)(O)OCC(C(=O)[O-])O D-3-Phosphoglycerat